P(=O)([O-])(O)O.C(C(=O)O)(=O)O.C(C(=O)O)(=O)O.C(C(=O)O)(=O)O.[Li+] lithium tris(oxalat) phosphate